FC(C(C(F)(F)F)(O)C1=CC=C(C=C1)C1=C(C=C(C=C1)CN1C[C@@H](N(CC1)CC1=CC=NC=C1)CC(=O)OCCOCC)C)(F)F 2-ethoxyethyl (S)-2-(4-((4'-(1,1,1,3,3,3-hexafluoro-2-hydroxypropan-2-yl)-2-methyl-[1,1'-biphenyl]-4-yl)methyl)-1-(pyridin-4-ylmethyl)piperazin-2-yl)acetate